BrCCCCCCCCCCCC(=O)NC1=CC=C(C(=O)NC2=C(C=CC=C2)NC(OC(C)(C)C)=O)C=C1 Tert-butyl (2-(4-(12-bromododecanamido)benzamido)phenyl)carbamate